(1r,3r)-3-(6-methylthiazolo[5,4-c]pyridin-7-yl)cyclobutyl (4-nitrophenyl) carbonate C(OC1CC(C1)C=1C2=C(C=NC1C)SC=N2)(OC2=CC=C(C=C2)[N+](=O)[O-])=O